C(C)OC1=CC=C(C(=O)F)C=C1 4-Ethoxy-benzoylfluorid